ClC1=CC(=C(C=N1)NC(=O)C1(CN(C1)C1=CC=C(N=N1)C(=O)OC)C1=C(C=CC=C1)C(C)C)OC methyl 6-(3-((6-chloro-4-methoxypyridin-3-yl)carbamoyl)-3-(2-isopropylphenyl)azetidin-1-yl)pyridazine-3-carboxylate